C(C)(C)(C)C=1N=C(C2=C(N1)C(=CC(=N2)C2=CC=C(C=C2)OCC(C)(C)O)C(=O)N)N[C@@H]2CNCCC2 tert-butyl-6-[4-(2-hydroxy-2-methylpropyloxy)phenyl]-4-[(3S)-piperidin-3-ylamino]pyrido[3,2-d]pyrimidine-8-carboxamide